O1C=NC2=C1C(=CC=C2)C=2C(=C1C3=C(N=CN=C3C2)N2[C@H](CO1)CN(CC2)C(C=C)=O)Cl 1-[(8aS)-5-(1,3-Benzoxazol-7-yl)-6-chloro-8a,9,11,12-tetrahydropyrazino[2',1':3,4][1,4]oxazepino[5,6,7-de]quinazolin-10(8H)-yl]prop-2-en-1-one